CC(CC(=O)OC)(CC)C methyl 3,3-dimethylvalerate